3,5-dimethyl-2-(2-methylpropyl)pyrazine CC=1C(=NC=C(N1)C)CC(C)C